3-(3-(benzyloxy)propyl)-7-(hydroxymethyl)-3-methyl-2,3-dihydrobenzofuran-6-carboxylic acid C(C1=CC=CC=C1)OCCCC1(COC2=C1C=CC(=C2CO)C(=O)O)C